2-(5-bromo-3-pyridinyl)-1-morpholino-ethanone BrC=1C=C(C=NC1)CC(=O)N1CCOCC1